BrC1=C2CCN([C@@H](C2=C(C=C1)OCC1=NOC(=N1)C)CN1C(C2=CC=CC=C2C1)=O)C(=O)C1CCCCC1 (1S,2R)-2-((S)-5-Bromo-8-((5-methyl-1,2,4-oxadiazol-3-yl)methoxy)-1-((1-oxoisoindolin-2-yl)methyl)-1,2,3,4-tetrahydroisochinolin-2-carbonyl)cyclohexan